3-amino-4-(7-fluoro-1H-indazol-4-yl)-6-(trifluoromethoxy)-1H-1,7-phenanthrolin-2-one NC=1C(NC2=C3C=CC=NC3=C(C=C2C1C1=C2C=NNC2=C(C=C1)F)OC(F)(F)F)=O